OC[C@H]1N(C/C(/C1)=N/OC)C(=O)C1=CC=C(C(=N1)NCCOC)C=1C(=C(C#N)C=CC1)C (S,E)-3-(6-(2-(hydroxymethyl)-4-(methoxyimino)pyrrolidine-1-carbonyl)-2-((2-methoxyethyl)amino)pyridin-3-yl)-2-methylbenzonitrile